(R)-5-benzyl-N-(5'-methyl-4'-oxo-4',5'-dihydro-3'H-spiro[cyclopropane-1,2'-pyrido[3,2-b][1,4]oxazepin]-3'-yl)-1,3,4-oxadiazole-2-carboxamide C(C1=CC=CC=C1)C1=NN=C(O1)C(=O)N[C@H]1C(N(C2=C(OC13CC3)C=CC=N2)C)=O